FC(C=1C=C(C=NC1C(F)(F)F)C1=CC(=C2C(=N1)N=C(N2)C2=CC=C(C=C2)N2CCC(CC2)C(=O)O)N(C)CC2(CCCC2)COC)(F)F 1-(4-{5-[5,6-Bis(trifluoromethyl)pyridin-3-yl]-7-[{[1-(methoxymethyl)cyclopentyl]methyl}(methyl)amino]-1H-imidazo[4,5-b]pyridin-2-yl}phenyl)piperidine-4-carboxylic acid